Imidazol-3-ylboronic acid N1=CN(C=C1)B(O)O